9-hydroxy-12-[4-(methoxymethyl)phenyl]-5-methyl-4-thia-2,12-diazatricyclo[7.3.0.03,7]dodeca-1,3(7),5-trien-8-one OC12C(C=3C=C(SC3N=C2N(CC1)C1=CC=C(C=C1)COC)C)=O